tert-butyl 4-((1s,4s)-4-(4-amino-5-(4-phenoxyphenyl)imidazo[5,1-f][1,2,4]triazin-7-yl)cyclohexyl)piperazine-1-carboxylate NC1=NC=NN2C1=C(N=C2C2CCC(CC2)N2CCN(CC2)C(=O)OC(C)(C)C)C2=CC=C(C=C2)OC2=CC=CC=C2